(1S,2S)-2-(((6-(4-((6-ethoxypyrazin-2-yl)amino)-3-methylisoxazol-5-yl)pyridin-3-yl)oxy)methyl)cyclohexane-1-carboxylic acid C(C)OC1=CN=CC(=N1)NC=1C(=NOC1C1=CC=C(C=N1)OC[C@@H]1[C@H](CCCC1)C(=O)O)C